5-amino-8-(2,6-dimethyl-4-pyridinyl)-2-[(1-methylimidazol-2-yl)methyl]-7-phenyl-[1,2,4]triazolo[4,3-c]pyrimidin-3-one NC1=NC(=C(C=2N1C(N(N2)CC=2N(C=CN2)C)=O)C2=CC(=NC(=C2)C)C)C2=CC=CC=C2